N1(N=CC=C1)C1=C(CNC2=NS(C3=C(N2)C(=C(C=C3)F)C(C)C3=C(C=CC=C3)F)(=O)=O)C=CC=C1 3-((2-(1H-pyrazol-1-yl)benzyl)amino)-6-fluoro-5-(1-(2-fluorophenyl)ethyl)-4H-benzo[e][1,2,4]thiadiazine 1,1-dioxide